tert-butyl 4-((2-carbamoyl-4-fluorophenyl)carbamoyl)-2-azabicyclo[2.1.1]hexane-2-carboxylate C(N)(=O)C1=C(C=CC(=C1)F)NC(=O)C12CN(C(C1)C2)C(=O)OC(C)(C)C